2-[4-(2-{2-[2-(2-azidoethoxy)ethoxy]ethoxy}ethoxy)phenyl]ethyl methanesulfonate CS(=O)(=O)OCCC1=CC=C(C=C1)OCCOCCOCCOCCN=[N+]=[N-]